C(C)C1=NC=C(C(=C1)C1=CC=NN1)F 5-(2-ethyl-5-fluoropyridin-4-yl)-1H-pyrazole